O1C=CC2=C1C=C(C=C2)CN(C(=O)[C@H]2N(CCC2)S(=O)(=O)C2=CC=C(C)C=C2)C2CC1CC1CC2 (2S)-N-(benzofuran-6-ylmethyl)-N-(bicyclo[4.1.0]heptan-3-yl)-1-tosylpyrrolidine-2-carboxamide